(n-butyl)ammonium bisulfate S([O-])(O)(=O)=O.C(CCC)[NH3+]